ethyl 2-({6-[(1,3-benzothiazol-2-yl) amino]-5-methylpyridazin-3-yl} (3-methoxypropyl) amino)-5-[3-(cyclohexyloxy) propyl]-1,3-thiazole-4-carboxylate S1C(=NC2=C1C=CC=C2)NC2=C(C=C(N=N2)N(C=2SC(=C(N2)C(=O)OCC)CCCOC2CCCCC2)CCCOC)C